tert-butyl (S)-3-methyl-1,4-dioxo-2-oxa-8-azaspiro[4.5]decane-8-carboxylate C[C@@H]1OC(C2(C1=O)CCN(CC2)C(=O)OC(C)(C)C)=O